3-(1-(3-Fluorophenyl)azocan-2-yl)-1-phenyl-1H-pyrrole-2,5-dione FC=1C=C(C=CC1)N1C(CCCCCC1)C=1C(N(C(C1)=O)C1=CC=CC=C1)=O